N1CCCC2=CC(=CC=C12)NS(=O)(=O)CC1=CC=C(C=C1)C N-(1,2,3,4-tetrahydroquinolin-6-yl)-1-(p-tolyl)methanesulfonamide